tert-Butyl 7-[(5-allyloxy-2-pyridyl)methoxy]-3,4-dihydro-1H-isoquinoline-2-carboxylate C(C=C)OC=1C=CC(=NC1)COC1=CC=C2CCN(CC2=C1)C(=O)OC(C)(C)C